BrC1=C2C(C(N(C2=C(C=C1)F)C1CCOCC1)=O)=O 4-bromo-7-fluoro-1-(tetrahydro-2H-pyran-4-yl)indoline-2,3-dione